tert-butyl N-[3-[[5-[(2R)-2-(2,5-difluorophenyl)pyrrolidin-1-yl]pyrazolo[1,5-a]pyrimidine-3-carbonyl]amino]propyl]carbamate FC1=C(C=C(C=C1)F)[C@@H]1N(CCC1)C1=NC=2N(C=C1)N=CC2C(=O)NCCCNC(OC(C)(C)C)=O